FC(C1=NN=C(S1)C1=NC=C2N1C=C(C=C2N2C[C@@H]1COCCN1[C@H](C2)C)S(=O)(=O)NC2(CC2)C)F 3-(5-(difluoromethyl)-1,3,4-thiadiazol-2-yl)-N-(1-methylcyclopropyl)-8-((6S,9aR)-6-methylhexahydropyrazino[2,1-c][1,4]oxazin-8(1H)-yl)imidazo[1,5-a]pyridine-6-sulfonamide